COC=1C=C2C(=NC=NC2=CC1OC)N1N=C(N=C1N)C1=NC=CC=C1 2-(6,7-dimethoxyquinazolin-4-yl)-5-(2-pyridyl)-1,2,4-triazol-3-amine